methyl (S)-3-(4-bromonaphthalen-1-yl)-2-(2,6-difluoro-4-((R)-3-(trifluoromethyl)morpholino)benzamido)propanoate BrC1=CC=C(C2=CC=CC=C12)C[C@@H](C(=O)OC)NC(C1=C(C=C(C=C1F)N1[C@H](COCC1)C(F)(F)F)F)=O